1-Pentyl-4-ethylpyridinium fluorid [F-].C(CCCC)[N+]1=CC=C(C=C1)CC